triethylene glycol bis[3-(3-tert-butyl-5-methylphenyl)-4-hydroxyphenylpropionate] C(C)(C)(C)C=1C=C(C=C(C1)C)C=1C=C(C=CC1O)C(C(=O)OCCOCCOCCOC(C(C)C1=CC(=C(C=C1)O)C1=CC(=CC(=C1)C)C(C)(C)C)=O)C